OC=1C=C(C=CC1)C1(C(CC(CC1)C)C(=O)N)C(C)C 2-(3-hydroxyphenyl)-2-isopropyl-5-methylcyclohexane-1-carboxamide